Br[C@@H]1[C@H]([C@@H]([C@@H](C1)C(NC1=CC(=CC=C1)S(=O)(=O)C(F)(F)F)=O)NC(OC(C)(C)C)=O)O |r| rac-tert-Butyl ((1R,2S,3S,5R)-3-bromo-2-hydroxy-5-((3-((trifluoromethyl)sulfonyl)phenyl)carbamoyl)cyclopentyl)carbamate